C(C)(C)(C)N1N=C(C=2C1=NC=NC2N)C2=NOC(=C2C2=NC=C(C=N2)C2CCNCC2)C2CC2 1-(tert-butyl)-3-(5-cyclopropyl-4-(5-(piperidin-4-yl)pyrimidin-2-yl)isoxazol-3-yl)-1H-pyrazolo[3,4-d]pyrimidin-4-amine